COC=1C=C(C=CC1OC)C1=CC=NC=2N1N=C(C2)NC(C2=CC=C(C=C2)OCC)=O N-(7-(3,4-dimethoxyphenyl)pyrazolo[1,5-a]pyrimidin-2-yl)-4-ethoxybenzamide